C(C)(C)(C)OC(=O)N1CC=2C(=C1)C=C(C2)O 5-hydroxycyclopenta[C]pyrrole-2(1H)-carboxylic acid tert-butyl ester